FC=1C(=NC(=C(C1)C=1C=NN(C1)CC1(CCCC1)F)C1=CC=2N(C=C1)C(=NN2)C)C#N 3-fluoro-5-(1-((1-fluorocyclopentyl)methyl)-1H-pyrazol-4-yl)-6-(3-methyl-[1,2,4]triazolo[4,3-a]pyridin-7-yl)picolinonitrile